OC=1C(=C(C(=C(C1CC=CC(=O)N)C)O)CC=CC(=O)N)CC=CC(=O)N N'-((3,6-dihydroxyl-5-methylbenzene-1,2,4-triyl)tri(methylene))triacrylamide